5-methylene-4-methyl-2-[4-(trifluoromethyl)phenyl]thiazole C=C1C(=NC(S1)C1=CC=C(C=C1)C(F)(F)F)C